(4R)-4-[3-Oxo-3-[3-[[4-(trifluoromethyl)phenyl]methyl-amino]azetidin-1-yl]propyl]oxazolidin-2-one O=C(CC[C@H]1NC(OC1)=O)N1CC(C1)NCC1=CC=C(C=C1)C(F)(F)F